ClC=1C=CC2=C(C[C@@H](C3=NC=CC=C3O2)CN)C1 |o1:7| (R*)-(8-chloro-10,11-dihydrobenzo[6,7]oxepino[3,2-b]pyridin-11-yl)methanamine